2-aminoisoindolin-1-one hydrochloride Cl.NN1C(C2=CC=CC=C2C1)=O